C1=CNC=2N=CC=3CNC(C4(C3C21)CCOCC4)=O 2,3,5,6,6',7'-hexahydrospiro[pyran-4,9'-pyrrolo[2,3-c][2,7]naphthyridin]-8'(3'H)-one